COC1=C(C=C(C=C1)CC(C(C)C)=O)OCCCOC 1-(4-methoxy-3-(3-methoxypropoxy)phenyl)-3-methylbutan-2-one